ClC1=CC2=C(N=C(S2)C=2C=CC(=C(OCCCCCCC(=O)NO)C2)OC)C=C1 7-(5-(6-chlorobenzo[d]thiazol-2-yl)-2-methoxyphenoxy)-N-hydroxyheptanamide